ClC1=CC=C(C(=O)NC2=NC(=CC=C2)C=C2CCN(CC2)C)C=C1 4-chloro-N-(6-((1-methylpiperidin-4-ylidene)methyl)pyridin-2-yl)benzamide